BrC1=CC(=C(C(=C1C(=O)NC=1C=NC=[N+](C1)[O-])F)Cl)C(F)(F)F 5-(6-bromo-3-chloro-2-fluoro-4-(Trifluoromethyl)benzoylamino)pyrimidine 1-oxide